5-Bromo-2,2-dimethylacenaphthylen-1(2H)-one BrC1=CC=C2C(C(C=3C=CC=C1C32)=O)(C)C